C(#N)C=1C=NN2C1C(=CC(=C2)OCC(C)(C)O)C=2C=CC(=NC2)N2C[C@@H]1C([C@@H]1C2)NC(=O)NC=2C=NC(=CC2)OC 1-((1R,5S,6s)-3-(5-(3-cyano-6-(2-hydroxy-2-methylpropyloxy)pyrazolo[1,5-a]pyridin-4-yl)pyridin-2-yl)-3-azabicyclo[3.1.0]hexan-6-yl)-3-(6-methoxypyridin-3-yl)urea